[3-(1-acetylpiperidin-4-yl)-5'-fluoro-1'-methyl-[4,6'-biindazol]-1-yl]acetic acid C(C)(=O)N1CCC(CC1)C1=NN(C=2C=CC=C(C12)C1=C(C=C2C=NN(C2=C1)C)F)CC(=O)O